2-(1,5,6,7-tetrahydrocyclopenta[f]indol-3-yl)acetic acid N1C=C(C2=CC3=C(C=C12)CCC3)CC(=O)O